[Si].[Ge].[Ga] gallium germanium silicon